(2R,3R,4S,5R)-5-(4-amino-5-fluoro-2-oxopyrimidin-1-yl)-2-{[(tert-butyldimethylsilyl) oxy] methyl}-2-(chloromethyl)-4-fluorooxolan-3-yl 2-methylpropanoate CC(C(=O)O[C@@H]1[C@@](O[C@H]([C@H]1F)N1C(N=C(C(=C1)F)N)=O)(CCl)CO[Si](C)(C)C(C)(C)C)C